3-formyl-L-glutamine benzyl ester C(C1=CC=CC=C1)OC([C@@H](N)C(CC(N)=O)C=O)=O